C(C1=CC=CC=C1)OC=1C=C(C=C(C1)OCC1=CC=CC=C1)C#C 3,5-dibenzyloxyphenylacetylene